C1(CC1)NC1=NC(=NC=C1C(F)(F)F)NC1=CC(=CC(=C1)N[C@@H]1CNCCC1)F (S)-N4-cyclopropyl-N2-(3-fluoro-5-(piperidin-3-ylamino)phenyl)-5-(trifluoromethyl)pyrimidine-2,4-diamine